1-[4-(1-hydroxycyclohexyl)pyridin-2-yl]-N-(1-methylindazol-7-yl)pyrazole-4-sulfonamide OC1(CCCCC1)C1=CC(=NC=C1)N1N=CC(=C1)S(=O)(=O)NC=1C=CC=C2C=NN(C12)C